ClC1=C(C=CC=C1F)C(N1C=NC2=C1C=NC(=C2)C(=O)N[C@H](C)\C=C\S(=O)(=O)C)C2CC2 3-((2-chloro-3-fluorophenyl)(cyclopropyl)methyl)-N-((R,E)-4-(methylsulfonyl)but-3-en-2-yl)-3H-imidazo[4,5-c]pyridine-6-carboxamide